methyl (4-(4,4,5,5-tetramethyl-1,3,2-dioxaborolan-2-yl)phenyl)carbamate CC1(OB(OC1(C)C)C1=CC=C(C=C1)NC(OC)=O)C